C(C)(C)(C)OC(=O)[C@@H]1O[C@H]1C1=CC=C(C=C1)OCCOCCOCCOCC.C(C)OCCOCCOCCOC1=CC=C(C=C1)C[C@H](C(=O)OC(C)(C)C)O tert-butyl (2R)-3-(4-{2-[2-(2-ethoxyethoxy)ethoxy]ethoxy}phenyl)-2-hydroxypropanoate tert-butyl-(2R,3S)-3-(4-{2-[2-(2-ethoxyethoxy)ethoxy]ethoxy}phenyl)oxirane-2-carboxylate